i-Octane C(C)(C)CC(C)(C)C